2,3-bis(acetylmercaptomethyl)quinoxaline tert-butyl-(S)-5-chloro-7-fluoro-8-hydroxy-1-((2-oxopyrrolidin-1-yl)methyl)-3,4-dihydroisoquinoline-2(1H)-carboxylate C(C)(C)(C)OC(=O)N1[C@@H](C2=C(C(=CC(=C2CC1)Cl)F)O)CN1C(CCC1)=O.C(C)(=O)SCC1=NC2=CC=CC=C2N=C1CSC(C)=O